C(C1=CC=CC=C1)N1C(N(/C(/C1=O)=C/C1=C(C=C(C=C1)N(C)CCCO)OC)C)=S (E)-3-benzyl-5-(4-((3-hydroxypropyl)(methyl)amino)-2-methoxybenzylidene)-1-methyl-2-thioxoimidazol-4-one